ethylene glycol di-(mercaptoacetate) SCC(=O)OCCOC(CS)=O